FC1=CC=C(C=C1)C1=NC(=NC(=N1)C1=CC=CC=C1)C1=CC=CC=C1 2-(4-fluorophenyl)-4,6-diphenyl-1,3,5-triazine